N=C(CCNC(=O)C1=CC(=CN1C)NC(=O)C1=CC(=CN1C)NC(C1=CN=C(C=C1)\C=C\C1=CC=C(C=C1)OC)=O)NC(C)C (E)-N-(5-((5-((3-imino-3-(isopropylamino)propyl)carbamoyl)-1-methyl-1H-pyrrol-3-yl)carbamoyl)-1-methyl-1H-pyrrol-3-yl)-6-(4-methoxystyryl)nicotinamide